BrC=1C=C(C=CC1)[C@@H](C)NC1=NC(=NC2=CC(=C(C=C12)OC)OCCCCCCCN1CCN(CC1)C(CNC1=CC=C(C=C1)C1C(NC(CC1)=O)=O)=O)C 3-(4-((2-(4-(7-((4-(((R)-1-(3-bromophenyl)ethyl)amino)-6-methoxy-2-methylquinazolin-7-yl)oxy)heptyl)piperazin-1-yl)-2-oxoethyl)amino)phenyl)piperidine-2,6-dione